N1-(4-(2-((2,6-dichloro-3,5-dimethoxyphenyl)amino)pyridin-3-yl)-1,3,5-triazin-2-yl)-N2,N2-dimethylethane-1,2-diamine ClC1=C(C(=C(C=C1OC)OC)Cl)NC1=NC=CC=C1C1=NC(=NC=N1)NCCN(C)C